C1(=CC=CC=C1)C(CCCP(Br)Br)(C1=CC=CC=C1)C1=CC=CC=C1 triphenylbutylphosphorus bromide